[Al].[Ag].[Al] aluminum silver-aluminum